(2-chloro-3-mercaptophenyl)pyrrolidin-2-one zinc [Zn].ClC1=C(C=CC=C1S)N1C(CCC1)=O